ClC=1C=C(C=CC1C(F)(F)F)NC(=O)N1[C@H]2CC[C@@H]1\C(\C1=NC(NC=C12)=O)=N/O (5S,8R,E)-N-(3-chloro-4-(trifluoromethyl)phenyl)-9-(hydroxyimino)-2-oxo-3,5,6,7,8,9-hexahydro-2H-5,8-epiminocyclohepta[d]pyrimidine-10-carboxamide